C(C)(=O)OC1=C2C(=CNC2=CC=C1)CCN(CCC)CCC [3-[2-(dipropylamino) ethyl]-1H-indol-4-yl] acetate